5-methyldihydrofuran-2(3H)-one CC1CCC(O1)=O